1-((2S,4R)-2'-(2,2-difluoroethyl)-2-methyl-4',5'-dihydrospiro[piperidine-4,7'-thieno[2,3-c]pyran]-1-yl)propan-2-ol barium chloride [Cl-].[Ba+2].FC(CC1=CC2=C([C@]3(OCC2)C[C@@H](N(CC3)CC(C)O)C)S1)F.[Cl-]